ClC1=CC(=C(C=C1)[C@H](NC([C@@H]1N(CCC1)C(C1=CC(=CC=C1)S(=O)(=O)C)=O)=O)C1COC1)F N-((R)-(4-chloro-2-fluorophenyl)(3-oxetanyl)methyl)-1-(3-(methylsulfonyl)benzoyl)-D-prolinamide